CC1=CC=C(C=C1)C(=C)C 2-(4-methylphenyl)-1-propene